FC1(CCC(CC1)CN1C=CC2=NC=C(C=C21)C=2C(=NOC2N)C)F 4-[1-[(4,4-difluorocyclohexyl)methyl]pyrrolo[3,2-b]pyridin-6-yl]-3-methyl-isoxazol-5-amine